BrC=1C=C2C(CN(C2=CC1)C)=C(C)C 5-bromo-3-isopropylyl-1-methyl-1H-indole